N1(C=CC=CC=C1)O Azepin-1-ol